The molecule is an alpha-D-galactoside that is the 2-aminoethyl glycoside of a tetrasaccharide consisting of beta-D-glucuronosyl, beta-D-glucosyl, alpha-D-glucosyl and alpha-D-galactosyl residues linked sequentially (1->4). It is an alpha-D-galactoside and a tetrasaccharide derivative. C(CO[C@@H]1[C@@H]([C@H]([C@H]([C@H](O1)CO)O[C@@H]2[C@@H]([C@H]([C@@H]([C@H](O2)CO)O[C@H]3[C@@H]([C@H]([C@@H]([C@H](O3)CO)O[C@H]4[C@@H]([C@H]([C@@H]([C@H](O4)C(=O)O)O)O)O)O)O)O)O)O)O)N